C(C)C1=C(C=CC(=N1)N)C=1C(=CC=C2C=C(C=NC12)C1=CC=CC=C1)F 6-ethyl-5-(7-fluoro-3-phenylquinolin-8-yl)pyridin-2-amine